C[N+]1=C(C=CC2=CC(=CC=C12)C1=CC=NC=C1)\C=C\C1=CC=C(C=C1)N1CCN(CC1)C (E)-1-methyl-2-(4-(4-methylpiperazin-1-yl)styryl)-6-(pyridin-4-yl)quinolin-1-ium